CCCCCCCC[N+](C)(CCCCCCCC)CCCCCCCC.[Cl-] The molecule is an organic chloride salt having methyltrioctylammonium as the cation. It has a role as a phase-transfer catalyst. It is a quaternary ammonium salt and an organic chloride salt. It contains a methyltrioctylammonium.